CC(C(N)(C)C)(CCCCN)C Tetramethyl-1,6-hexandiamine